C1(CCCCC1)[C@H]1N(S(C2=C(N(C1)C1=CC=CC=C1)C=C(C(=C2)C2=CC(=CS2)C)OCC(F)(F)F)(=O)=O)C (R)-5-(3-cyclohexyl-2-methyl-1,1-dioxido-5-phenyl-7-(2,2,2-trifluoroethoxy)-2,3,4,5-tetrahydrobenzo[f][1,2,5]thiadiazepin-8-yl)-3-methylthiophene